(2R,5S)-5-amino-2-[5-(4-chlorophenyl)-1,3,4-oxadiazol-2-yl]Piperidine-1-carboxylic acid tert-butyl ester C(C)(C)(C)OC(=O)N1[C@H](CC[C@@H](C1)N)C=1OC(=NN1)C1=CC=C(C=C1)Cl